(S)-N-(1-(2-chloro-6-(2,2,2-trifluoroethoxy)pyridin-4-yl)cyclopropyl)-3-(2,6-difluorophenyl)-3-hydroxybutanamide ClC1=NC(=CC(=C1)C1(CC1)NC(C[C@](C)(O)C1=C(C=CC=C1F)F)=O)OCC(F)(F)F